NC=1C=C(C(=NC1OC)N1CCC(CC1)N1CCN(CC1)C1CC1)NC(C=C)=O N-(5-amino-2-(4-(4-cyclopropylpiperazin-1-yl)piperidin-1-yl)-6-methoxypyridin-3-yl)acrylamide